C(C)(C)C=1C(=NNC1C=1C=C(C=2N(C1)N=CN2)OC)C=2SC(=CN2)N2[C@@H]1CN([C@H](C2)C1)C1CCOCC1 2-(4-isopropyl-5-(8-methoxy-[1,2,4]triazolo[1,5-a]pyridin-6-yl)-1H-pyrazol-3-yl)-5-((1S,4S)-5-(tetrahydro-2H-pyran-4-yl)-2,5-diazabicyclo[2.2.1]hept-2-yl)thiazole